CC1N(C2=C(N=CC=C2C=2C1=NN(N2)C([2H])([2H])[2H])N)C 4,5-dimethyl-2-(methyl-d3)-4,5-dihydro-2H-[1,2,3]triazolo[4,5-c][1,7]naphthyridin-6-amine